3-amino-6-cyclopropyl-4-[6,7-difluoro-1-(oxan-2-yl)indazol-4-yl]-5-fluoro-1H-1,7-phenanthrolin-2-one NC=1C(NC2=C3C=CC=NC3=C(C(=C2C1C1=C2C=NN(C2=C(C(=C1)F)F)C1OCCCC1)F)C1CC1)=O